1-((3-exo)-3-((4-((5-methyl-1H-pyrazol-3-yl)amino)thieno[2,3-d]pyrimidin-2-yl)amino)-8-azabicyclo[3.2.1]octan-8-yl)ethan-1-one CC1=CC(=NN1)NC=1C2=C(N=C(N1)NC1CC3CCC(C1)N3C(C)=O)SC=C2